N(=[N+]=[N-])CC=1N=C(OC1)C1=CC(=C(C=C1)OC)OCC(C)C 4-(azidomethyl)-2-(3-isobutoxy-4-methoxyphenyl)oxazole